N1(CCC1)C1=C(C=C2C(=N1)N=C(S2)N2CCCCC2)NC(=O)C=2N=C(OC2)C2=CC(=NC=C2)C N-(5-(azetidin-1-yl)-2-(piperidin-1-yl)thiazolo[4,5-b]pyridin-6-yl)-2-(2-methylpyridin-4-yl)oxazole-4-carboxamide